(S)-2-(4,4-Difluorocyclohexyl)-2-((((1,5-dimethyl-1H-pyrazol-3-yl)methoxy)carbonyl)amino)acetic acid FC1(CCC(CC1)[C@@H](C(=O)O)NC(=O)OCC1=NN(C(=C1)C)C)F